trinonyl-tin C(CCCCCCCC)[Sn](CCCCCCCCC)CCCCCCCCC